methyl 4-[4-(3-methoxycarbonylpropyl)-phenyl]-butanoate COC(=O)CCCC1=CC=C(C=C1)CCCC(=O)OC